2-[4-(4-Aminopiperidin-1-yl)-3-(3-fluoro-5-methylphenyl)chinolin-6-yl]-3,4-difluoro-6-[(methoxyimino)methyl]phenol NC1CCN(CC1)C1=C(C=NC2=CC=C(C=C12)C1=C(C(=CC(=C1F)F)C=NOC)O)C1=CC(=CC(=C1)C)F